C1(=CC=CC=C1)P(=S)(SC(C)(C)C1=CC=CC=C1)C1=CC=CC=C1 2-phenylpropan-2-yl diphenylphosphindithioate